C12C(C(C(C3C4CCC(C13)C4)C2)C(=O)OC)C(=O)OC DIMETHYL PERHYDRO-1,4:5,8-DIMETHANONAPHTHALENE-2,3-DICARBOXYLATE